maleic acid (maleate) C(\C=C/C(=O)O)(=O)O.C(\C=C/C(=O)O)(=O)O